N-[3-[[1-[(3R,4R)-1-[(2-fluorophenyl)methyl]-3-phenyl-piperidine-4-carbonyl]-4-hydroxy-4-piperidinyl]methyl]-4-oxo-pyrido[3,2-d]pyrimidin-6-yl]-2-(3-hydroxyphenyl)acetamide FC1=C(C=CC=C1)CN1C[C@H]([C@@H](CC1)C(=O)N1CCC(CC1)(O)CN1C=NC2=C(C1=O)N=C(C=C2)NC(CC2=CC(=CC=C2)O)=O)C2=CC=CC=C2